C(C)(C)(C)OC(N(C1=NC(=NN2C1=NC=C2C(C2=CC=C(C=C2)CN2CCCC2)O)NCC=2OC=CC2)C(=O)OC(C)(C)C)=O tert-butyl(tert-butoxycarbonyl)(2-((furan-2-ylmethyl)amino)-7-(hydroxyl (4-(pyrrolidin-1-ylmethyl)phenyl)methyl)imidazo[2,1-f][1,2,4]triazin-4-yl)carbamate